CC=1C=CC2=C(N=C3N2C(=CC=C3)C3=CC=CC=C3)C1 7-methyl-1-phenylbenzo[4,5]imidazo[1,2-a]pyridine